(2S,4R)-1-[(2S)-2-(4-cyclopropyltriazol-1-yl)-3,3-dimethyl-butanoyl]-4-hydroxy-N-[3-(phenoxymethyl)cyclobutyl]pyrrolidine-2-carboxamide C1(CC1)C=1N=NN(C1)[C@H](C(=O)N1[C@@H](C[C@H](C1)O)C(=O)NC1CC(C1)COC1=CC=CC=C1)C(C)(C)C